(1-((benzyloxy)methyl)-2-methylenecyclopropyl)methanol C(C1=CC=CC=C1)OCC1(C(C1)=C)CO